C(C)(C)(C)OC(=O)C1(CC(C1)N)N 1-tert-butoxycarbonyl-3-amino-cyclobutanamine